6-(1-(3-azabicyclo[3.1.0]-hexan-3-yl)ethyl)-2-(3-(3-((4-methyl-4H-1,2,4-triazol-3-yl)methyl)oxetan-3-yl)phenyl)-4-(trifluoromethyl)isoindolin-1-one C12CN(CC2C1)C(C)C1=CC(=C2CN(C(C2=C1)=O)C1=CC(=CC=C1)C1(COC1)CC1=NN=CN1C)C(F)(F)F